ClC1=NC=C(C=N1)CNC(OC(C)(C)C)=O tert-butyl ((2-chloropyrimidin-5-yl)methyl)carbamate